benzyl-serine C(C1=CC=CC=C1)N[C@@H](CO)C(=O)O